C(C1=CC=CC=C1)OC1=NC(=CC=C1C1=NC(=C(C(=C1)C)C=C)C)OCC1=CC=CC=C1 2',6'-bis(benzyloxy)-4,6-dimethyl-5-vinyl-2,3'-bipyridine